sodium 4-pyridinecarboxylate N1=CC=C(C=C1)C(=O)[O-].[Na+]